The molecule is a hydroxy monocarboxylic acid anion that is the conjugate base of 1,4-dihydroxy-2-naphthoic acid. It has a role as an Escherichia coli metabolite. It derives from a 2-naphthoate. It is a conjugate base of a 1,4-dihydroxy-2-naphthoic acid. C1=CC=C2C(=C1)C(=CC(=C2[O-])C(=O)O)O